tert-butyl 4-(2-chloro-5-nitrophenoxy)piperidine-1-carboxylate ClC1=C(OC2CCN(CC2)C(=O)OC(C)(C)C)C=C(C=C1)[N+](=O)[O-]